CC1=C(CN2C=CC3=C(C=CC=C23)C=NNC(C2=CC(=C(C=C2)O)C#N)=O)C(=C(C=C1C)C)C 3-Cyano-4-hydroxybenzoic Acid [1-(2,3,5,6-Tetramethylbenzyl)-1H-indol-4-ylmethylene]hydrazide